CC(C)(C)C=1C=C(C=C(C1O)C(C)(C)C)OC(CC)=O 3,5-bis(1,1-dimethylethyl)-4-hydroxy-phenylpropionate